CC=1C=C2C(C=C(OC2=C(C1)C(C)NC1=C(C(=O)N)C=CC=C1)N1CCCCC1)=O [1-[6-methyl-4-oxo-2-(1-piperidinyl)chromen-8-yl]ethylamino]benzamide